ClC1=C(C=C2CCCN(C2=C1)C1=NC(=CC2=CC=CC=C12)C(=O)O)C=1C=NN(C1)C 1-[7-chloro-6-(1-methyl-1H-pyrazol-4-yl)-3,4-dihydro-2H-quinolin-1-yl]-isoquinoline-3-carboxylic acid